(1r,3r,5r,7r)-methyl 2-azaadamantane-2-carboxylate C12N(C3CC(CC(C1)C3)C2)C(=O)OC